COC(=O)C\C=C\CN(C(=O)C=1C(=NC(=NC1)N1CCOCC1)NC(C)C)CC1=CC=CC=C1 (E)-4-(N-benzyl-4-isopropylamino-2-morpholinopyrimidine-5-carboxamido)-2-butenecarboxylic acid methyl ester